O=C(CCCNC1=NNC(C(=C1)C(F)(F)F)=O)N1CCN(CC1)C1=NC=C(C=C1)C(F)(F)F 3-[[4-oxo-4-[4-[5-(trifluoromethyl)-2-pyridinyl]piperazin-1-yl]butyl]amino]-5-(trifluoromethyl)-1H-pyridazin-6-one